(2S)-2-(2-(4-bromophenyl)-4-(4-fluorophenyl)oxazol-5-yl)-3-(2-(2-oxo-2,3-dihydro-1H-benzo[d]imidazol-5-yl)ethyl)oxazolid BrC1=CC=C(C=C1)C=1OC(=C(N1)C1=CC=C(C=C1)F)[C-]1OC=CN1CCC1=CC2=C(NC(N2)=O)C=C1